FC(C)(F)C1=NC=CC(=N1)NC1=C(C=NC(=C1)NC(C)=O)C1=NC=C(C=C1)CN1CCCC1 N-(4'-((2-(1,1-difluoroethyl)pyrimidin-4-yl)amino)-5-(pyrrolidin-1-ylmethyl)-[2,3'-bipyridin]-6'-yl)acetamide